(R)-N-(1,1-dioxido-2,3-dihydrothiophen-3-yl)-7-(1-hydroxycyclobutyl)-2-oxo-1,2-dihydroquinoline-3-carboxamide O=S1(C[C@@H](C=C1)NC(=O)C=1C(NC2=CC(=CC=C2C1)C1(CCC1)O)=O)=O